C(C=C)(=O)OC1=C(C=C(C=C1C(C)(C)CC)C(C)(C)CC)C(C)C1=C(C(=CC(=C1)C(C)(C)CC)C(C)(C)CC)O 2-[1-(2-hydroxy-3,5-di-tert-pentylphenyl)-ethyl]-4,6-di-tert-pentylphenyl acrylate